C(C)(C)(C)OC(C(=C)C)=O.C(\C=C/C(=O)O)(=O)O maleic acid tert-butyl-methacrylate